BrC1=C(C=C(C=C1)C(F)(F)F)N(C(C(=C)C1=C(C=CC=C1)OC)=O)CC1=CC=C(C=C1)OC N-[2-bromo-5-(trifluoromethyl)phenyl]-2-(2-methoxyphenyl)-N-[(4-methoxyphenyl)methyl]prop-2-enamide